(3,3'-dibromo-1H,1'H-[5,5'-biindole]-7,7'-diyl)bis((4-bromophenyl)methanone) BrC1=CNC2=C(C=C(C=C12)C=1C=C2C(=CNC2=C(C1)C(=O)C1=CC=C(C=C1)Br)Br)C(=O)C1=CC=C(C=C1)Br